CN(CCCC1=CC=C(C=C1)C=1OC=2C3=C(C=CC2C(C1)=O)OC(O3)(C3=CC=CC=C3)C3=CC=CC=C3)CCN3CCN(CC3)C 8-(4-(3-(Methyl(2-(4-methylpiperazin-1-yl)ethyl)amino)propyl)phenyl)-2,2-diphenyl-6H-[1,3]dioxolo[4,5-h]chromen-6-one